C(C)(C)(C)C=1C=C(C=C(C1)C(C)(C)C)C(C(=O)C1=CC(=CC(=C1)C(C)(C)C)C(C)(C)C)=O 1,2-bis(3,5-di-tert-butylphenyl)ethane-1,2-dione